2-chloro-8-({4-[1-methyl-4-(trifluoromethyl)imidazol-2-yl]phenyl}methyl)-5,7-dihydro-pteridin-6-one ClC1=NC=2N(CC(NC2C=N1)=O)CC1=CC=C(C=C1)C=1N(C=C(N1)C(F)(F)F)C